4,4-dimethyl-2-mercaptothiazoline CC1(N=C(SC1)S)C